6-fluoro-4-[(2-methoxyethylamino)methyl]benz[cd]indol-2(1H)-one FC=1C=2C3=C(C(NC3=CC1)=O)C=C(C2)CNCCOC